1-N-tricosyl-2-pyrrolidone C(CCCCCCCCCCCCCCCCCCCCCC)N1C(CCC1)=O